tert-butyl (R)-3-((1-(tert-butoxycarbonyl)piperidin-3-yl)methyl)-1H-indole-1-carboxylate C(C)(C)(C)OC(=O)N1C[C@H](CCC1)CC1=CN(C2=CC=CC=C12)C(=O)OC(C)(C)C